C1(CCCC1)N(N)C(=O)C1=NC=CC=C1C(F)(F)F N-cyclopentyl-3-(trifluoromethyl)pyridine-2-carboxylic acid hydrazide